2-amino-N,N-dimethylacetamide hydrochloride CNC(=O)CN(C)C.Cl